C[C@H]1CN(C[C@H](N1)C)C1=NC=CC(=N1)COC1=CC=C(C=C1)C(C)(C)C1=CC=C(OC2CC(C2)NC=2C=C3C(N(C(C3=CC2)=O)C2C(NC(CC2)=O)=O)=O)C=C1 5-(((1s,3s)-3-(4-(2-(4-((2-((3s,5r)-3,5-dimethylpiperazin-1-yl)pyrimidin-4-yl)methoxy)phenyl)propan-2-yl)phenoxy)cyclobutyl)amino)-2-(2,6-dioxopiperidin-3-yl)isoindolin-1,3-dione